oxonium perchlorate salt Cl(=O)(=O)(=O)[O-].[OH3+]